2-(hex-5-en-1-yl)-2-methylpropane-1,3-diol C(CCCC=C)C(CO)(CO)C